O1C(=NC2=C1C=CC=C2)C2CCC(CC2)CNC(C2=CC(=C(C(=C2)F)OCC2=CC=C(C=C2)OC)F)=O N-{[(1r,4r)-4-(1,3-benzoxazol-2-yl)cyclohexyl]methyl}-3,5-difluoro-4-[(4-methoxyphenyl)methoxy]benzamide